C(C)N(C(=O)C=1C=NN(C1)CCC1=NC=2NCCCC2C=C1)C(C(=O)O)CC=1C=NC(=CC1)OC (N-Ethyl-1-(2-(5,6,7,8-tetrahydro-1,8-naphthyridin-2-yl)ethyl)-1H-pyrazole-4-carboxamido)-3-(6-methoxypyridin-3-yl)propionic acid